C(C)(C)(C)OC(=O)N1CCC(CC1)NC=1N=CC2=C(N1)N(C(C(=C2)CCO)=O)C2CCCC2 4-((8-cyclopentyl-6-(2-hydroxyethyl)-7-oxo-7,8-dihydropyrido[2,3-d]Pyrimidin-2-yl)amino)piperidine-1-carboxylic acid tert-butyl ester